C(C)(=O)C1=C(C=C(C(=C1)OC)OC)NC(C1=CC=C(C=C1)OC)=O N-(2-acetyl-4,5-dimethoxyphenyl)-4-methoxybenzamide